1-(tert-butyl)-N-((3-(7-(((3S,4R)-3-fluoro-1-methylpiperidin-4-yl)amino)-3-(1,2,2-trifluorovinyl)pyrazolo[1,5-a]pyridin-2-yl)-1,2,4-oxadiazol-5-yl)methyl)-1H-pyrrole-3-carboxamide C(C)(C)(C)N1C=C(C=C1)C(=O)NCC1=NC(=NO1)C1=NN2C(C=CC=C2N[C@H]2[C@H](CN(CC2)C)F)=C1C(=C(F)F)F